(5-(3-fluorophenoxy)thiazol-2-yl)-1-methyl-6-oxo-1,4,5,6-tetrahydropyridazine-3-carboxamide FC=1C=C(OC2=CN=C(S2)C2C(=NN(C(C2)=O)C)C(=O)N)C=CC1